FC(C1=NC(=NO1)C=1C=CC(=NC1)CC(C1=CC(=CC=C1)C(F)(F)F)NC(=O)C1CCOCC1)(F)F N-(2-{5-[5-(trifluoromethyl)-1,2,4-oxadiazol-3-yl]pyridin-2-yl}-1-[3-(trifluoromethyl)phenyl]ethyl)oxane-4-carboxamide